ClC1=C(OC=2C=C3C4=C(N(C3=CC2)C(=O)OC(C)(C)C)COCC4C)C(=CC(=C1)N1N=C(C(NC1=O)=O)C#N)Cl Tert-butyl 6-(2,6-dichloro-4-(6-cyano-3,5-dioxo-4,5-dihydro-1,2,4-triazin-2(3H)-yl)phenoxy)-4-methyl-3,4-dihydropyrano[3,4-b]indole-9(1H)-carboxylate